3-(ethylsulfonyl)-6-(3-methyl-1H-1,2,4-triazol-1-yl)-2-(1-methyl-5-(4-(trifluoromethoxy)phenyl)-1H-imidazol-2-yl)pyridine C(C)S(=O)(=O)C=1C(=NC(=CC1)N1N=C(N=C1)C)C=1N(C(=CN1)C1=CC=C(C=C1)OC(F)(F)F)C